5,6-dihydro-cyclopenta[b]thiophene-4-one S1C2=C(C=C1)C(CC2)=O